C(C)NC=1N=CC2=C(N1)NC=C2C2=CC1=C(C(NCCO1)=O)C=C2 8-(2-(ethylamino)-7H-pyrrolo[2,3-d]pyrimidin-5-yl)-3,4-dihydrobenzo[1,4]oxazepin-5(2H)-one